C1(CCC1)C1=C(C=CC=C1F)C1=CC(=CC=C1OCC1CC(C1)NC([C@H]1N(CC(C1)(C)C)C)=O)CC(=O)OC methyl [2'-cyclobutyl-3'-fluoro-6-({(1S,3r)-3-[(1,4,4-trimethyl-L-prolyl)amino]cyclobutyl}methoxy)[1,1'-biphenyl]-3-yl]acetate